3-butylpentan-2,4-dione C(CCC)C(C(C)=O)C(C)=O